C(C)(C)(C)OC(=O)N1C[C@H](NCC1)C1=C(C=CC(=C1)F)F.NC1=NC=2C=C(C(=CC2C2=C1C=NN2C)C(=O)N2[C@H](COCC2)C2=CC=C(C=C2)C(F)(F)F)C (4-amino-1,7-dimethyl-1H-pyrazolo[4,3-c]quinolin-8-yl)((3S)-3-(4-(trifluoromethyl)phenyl)-4-morpholinyl)methanone tert-butyl-(R)-3-(2,5-difluorophenyl)piperazine-1-carboxylate